4,5-dichloro-2-isopropylpyridazin-3(2H)-one ClC=1C(N(N=CC1Cl)C(C)C)=O